ClC1=NC=CC(=C1)OC1=CC(=C(C=C1)NC(OC(C)(C)C)=O)F tert-Butyl (4-((2-chloropyridin-4-yl)oxy)-2-fluorophenyl)carbamate